2,3,6,7-Tetrahydro-1,2-oxazepine O1NCC=CCC1